COC1=CC=C(C=C1)CN(C1=NC(=NC=2N1N=CC2C2=CN=CS2)N2CCOCC2)CC2=CC=C(C=C2)OC N,N-bis[(4-methoxyphenyl)methyl]-2-(morpholin-4-yl)-8-(1,3-thiazol-5-yl)pyrazolo[1,5-a][1,3,5]triazin-4-amine